O=C1NC(=C(C=C1C(=O)N)C1=CC=C(C=C1)OCC1COCC1)C(F)(F)F 2-Oxo-5-(4-((tetrahydrofuran-3-yl)methoxy)phenyl)-6-(trifluoromethyl)-1,2-dihydropyridin-3-carboxamide